ClC1=C(C(=O)NC2=CC=C(C=C2)S(=O)C(F)(F)F)C=C(C=C1)NC(=O)[C@@H]1C([C@H]1C1=CC(=CC(=C1)Cl)Cl)(Cl)Cl trans-2-Chloro-5-(2,2-dichloro-3-(3,5-dichlorophenyl)cyclopropane-1-carboxamido)-N-(4-((trifluoromethyl)sulfinyl)phenyl)benzamide